Cl.CC=1C=C(C=C(C1)C)NC1N(C(=NC(=N1)N)N1CCOCC1)C1=CC=C(C=C1)OC N-(3,5-Dimethylphenyl)-N1-(4-methoxyphenyl)-6-morpholin-4-yl-[1,3,5]triazine-2,4-diamine hydrochloride